γ-mercaptopropylethyldibutoxysilane SCCC[Si](OCCCC)(OCCCC)CC